4-((1H-pyrazol-1-yl)methyl)-N-((5-bromo-2,4-dimethoxyphenyl)sulfonyl)-3-methoxybenzamide N1(N=CC=C1)CC1=C(C=C(C(=O)NS(=O)(=O)C2=C(C=C(C(=C2)Br)OC)OC)C=C1)OC